4-(1-methyl-1H-indazol-6-yl)-2-(prop-2-enamido)benzamide CN1N=CC2=CC=C(C=C12)C1=CC(=C(C(=O)N)C=C1)NC(C=C)=O